2-((S)-1-((S)-aziridine-2-carbonyl)-4-(7-(8-chloronaphthalen-1-yl)-2-(((S)-1-methylpyrrolidin-2-yl)methoxy)-5,6,7,8-tetrahydropyrido[3,4-d]pyrimidin-4-yl)piperazin-2-yl)acetonitrile N1[C@@H](C1)C(=O)N1[C@H](CN(CC1)C=1C2=C(N=C(N1)OC[C@H]1N(CCC1)C)CN(CC2)C2=CC=CC1=CC=CC(=C21)Cl)CC#N